CC/C=C/CCCCCCCCCC(=O)SCCNC(=O)CCNC(=O)[C@@H](C(C)(C)COP(=O)([O-])OP(=O)([O-])OC[C@@H]1[C@H]([C@H]([C@@H](O1)N2C=NC3=C(N=CN=C32)N)O)OP(=O)([O-])[O-])O The molecule is tetraanion of trans-tetradec-11-enoyl-CoA arising from deprotonation of phosphate and diphosphate functions. It is a conjugate base of a trans-tetradec-11-enoyl-CoA.